pyridin-2-yl-thiazole-2-carboxamide dimethyl-2,2'-azobis(2-methylpropionate) COC(C(C)(C)N=NC(C(=O)OC)(C)C)=O.N1=C(C=CC=C1)C=1N=C(SC1)C(=O)N